tert-butyl 6-(3-ethoxy-3-oxopropanoyl)-2-azaspiro[3.3]heptane-2-carboxylate C(C)OC(CC(=O)C1CC2(CN(C2)C(=O)OC(C)(C)C)C1)=O